3-(1-benzhydrylpiperidin-4-yl)-7-nitro-2,3,4,5-tetrahydro-1H-benzo[d]azepine C(C1=CC=CC=C1)(C1=CC=CC=C1)N1CCC(CC1)N1CCC2=C(CC1)C=C(C=C2)[N+](=O)[O-]